CC(=O)N[C@@H]1[C@H](C[C@@](O[C@H]1[C@@H]([C@@H](CO)O)O)(C(=O)O)O[C@H]2[C@H]([C@H](O[C@H]([C@@H]2O)O[C@@H]3[C@H](O[C@H]([C@@H]([C@H]3O)NC(=O)C)O[C@H]4[C@H]([C@H](O[C@H]([C@@H]4O)O)CO)O)CO[C@H]5[C@@H]([C@H]([C@@H]([C@H](O5)CO)O)O)O)CO)O)O The molecule is a branched amino pentasaccharide comprising the linear sequence alpha-Neu5Ac-(2->3)-beta-D-Gal-(1->4)-beta-D-GlcNAc-(1->3)-beta-D-Gal with an additional beta-D-Glc residue attached to the GlcNAc at the 6-position. It is an amino pentasaccharide and a glucosamine oligosaccharide.